SC1=C(C(C(=O)OC(C)S)=CC=C1)C(=O)OC(C)S di(1-mercaptoethyl) 3-mercaptophthalate